C(C)OC(C1=CC(=C(C=C1)O)O)=O 3,4-dihydroxybenzoic acid ethyl ester